FC1=C(CNC2CC(C2)C(=O)O)C=CC(=C1)C1=NOC(=N1)C1=CC=C(C=C1)CC(C)C (1S,3S)-3-((2-fluoro-4-(5-(4-isobutylphenyl)-1,2,4-oxadiazol-3-yl)benzyl)amino)cyclobutane-1-carboxylic acid